O1CC=C(CCC1)C=1C2=C(N=CN1)CNCC2 4-(2,5,6,7-tetrahydrooxepin-4-yl)-5,6,7,8-tetrahydropyrido[3,4-d]pyrimidine